ClC=1C=C(C(=NC1OC)NS(=O)(=O)C1=CNC2=C1C=CC=1C(=CNC21)C#N)F N-(5-chloro-3-fluoro-6-methoxypyridin-2-yl)-6-cyano-1,8-dihydropyrrolo[3,2-g]indole-3-sulfonamide